C(C1=CC=CC=C1)\N=C(\COC1CN(C1)C(=O)OC(C)(C)C)/CC(=O)OC tert-butyl 3-[(2E)-2-benzylimino-4-methoxy-4-oxo-butoxy]azetidine-1-carboxylate